C(C)(=O)O.C(N)=N formimidamide acetic acid salt